FC1=C(CNC(=O)C2CCN(CC2)C2=NC=C(C=C2)C(F)(F)F)C=CC(=C1C=1NC(C2=C(N1)CCC2)=O)C(F)(F)F N-[2-fluoro-3-(4-oxo-4,5,6,7-tetrahydro-3H-cyclopenta[d]pyrimidin-2-yl)-4-(trifluoromethyl)benzyl]-1-[5-(trifluoromethyl)pyridin-2-yl]piperidine-4-carboxamide